7-methoxy-N-(3-methylisothiazol-4-yl)-2-(tetrahydro-2H-pyran-4-yl)imidazo[1,2-a]pyridine-6-carboxamide COC1=CC=2N(C=C1C(=O)NC=1C(=NSC1)C)C=C(N2)C2CCOCC2